C(C)C1=C(N=C(S1)CC)C(=O)O diethyl-1,3-thiazole-4-carboxylic acid